CN(C)C=NC1=CC(=C(C2=CC=CC=C12)OC=1N=CSC1C1=NC(=NC=C1)N[C@@H]1CC[C@H](CC1)NC(OC(C)(C)C)=O)C tert-butyl N-[(trans)-4-[(4-{4-[(4-{[(dimethylamino)methylidene]amino}-2-methylnaphthalen-1-yl)oxy]-1,3-thiazol-5-yl}pyrimidin-2-yl)amino]cyclohexyl]carbamate